FC1=C(C=C(C=C1)F)C1=C(C(=NC=C1)[C@@H]1OCC(CC1)(F)F)NC(=O)C=1C=NC(=NC1)OC(C)C |r| rac-N-(4-(2,5-difluorophenyl)-2-(5,5-difluorotetrahydro-2H-pyran-2-yl)pyridin-3-yl)-2-isopropoxy-pyrimidine-5-carboxamide